(γ-triethoxysilylpropyl)amine C(C)O[Si](CCCN)(OCC)OCC